O=C1C=C(N=C2N1C=CS2)C(=O)O 5-oxo-5H-thiazolo[3,2-a]pyrimidine-7-carboxylic acid